NC1=NN2C(C=C(C=C2)C2=C(C=NC(=C2)Cl)OCC(C#N)(C)C)=C1 3-((4-(2-aminopyrazolo[1,5-a]pyridin-5-yl)-6-chloropyridin-3-yl)oxy)-2,2-dimethylpropanenitrile